rac-(5aR,6S,7R,8R,8aS)-3-chloro-5a-(4-chlorophenyl)-8,8a-dihydroxy-6-phenyl-5a,7,8,8a-tetrahydro-6H-cyclopenta[4,5]furo[3,2-b]pyridine-7-carboxylic acid ClC=1C=C2C(=NC1)[C@]1([C@@](O2)([C@@H]([C@H]([C@H]1O)C(=O)O)C1=CC=CC=C1)C1=CC=C(C=C1)Cl)O |r|